BrC1=CC=C(C=C1)C=1N(C=C(N1)Cl)C 2-(4-bromophenyl)-4-chloro-1-methyl-1H-imidazole